[Cl-].[Cl-].C1(C=CC=C1)[Zr+2]C1=CC=CC=2C3=CC=CC=C3CC12 cyclopentadienyl-fluorenyl-zirconium dichloride